6-chloro-N-methyl-5-(trifluoromethyl)-2,3-dihydrobenzofuran-3-amine ClC1=CC2=C(C(CO2)NC)C=C1C(F)(F)F